7-chloro-1-cyclopropyl-6-fluoro-3-({[(3S)-1-(5-methylpyrazin-2-yl)piperidin-3-yl][(2-methylpyridin-4-yl)methyl]amino}methyl)-1,4-dihydro-quinolin-4-one ClC1=C(C=C2C(C(=CN(C2=C1)C1CC1)CN(CC1=CC(=NC=C1)C)[C@@H]1CN(CCC1)C1=NC=C(N=C1)C)=O)F